5-(2-(2-Oxo-6-azaspiro[3.3]heptane-6-yl)ethyl)-8-(6-methoxypyridin-3-yl)-1-(4-(Piperazin-1-yl)-3-(trifluoromethyl)phenyl)-1,5-dihydro-4H-[1,2,3]triazolo[4,5-c]quinoline O=C1CC2(C1)CN(C2)CCN2CC1=C(C=3C=C(C=CC23)C=2C=NC(=CC2)OC)N(N=N1)C1=CC(=C(C=C1)N1CCNCC1)C(F)(F)F